6-{5-Chloro-3-[1-(3-methylbutyl)-1H-pyrazol-4-yl]pyridin-2-yl}-2-methyl-2H-indazol ClC=1C=C(C(=NC1)C=1C=CC2=CN(N=C2C1)C)C=1C=NN(C1)CCC(C)C